C1(CC1)S(=O)(=O)N1N=CC(=C1)C1=NC=CC(=N1)NC1=CC(=C(C=N1)C#CC1S(CCC1)(=O)=O)N1CCC(CC1)(C)O ((6-((2-(1-(cyclopropylsulfonyl)-1H-pyrazol-4-yl)pyrimidin-4-yl)amino)-4-(4-hydroxy-4-methylpiperidin-1-yl)pyridin-3-yl)ethynyl)tetrahydrothiophene-1,1-dioxide